FC(F)C1=NC=CC=C1C(=O)NC1=C2[C@@H](CC(C2=CC=C1)(C)C)CCC (difluoromethyl)-N-[(3R)-1,1-dimethyl-3-propyl-indan-4-yl]pyridine-3-carboxamide